(R)-4-cyano-N-(5-(3-cyanophenyl)pyridazin-3-yl)morpholine-2-carboxamide C(#N)N1C[C@@H](OCC1)C(=O)NC=1N=NC=C(C1)C1=CC(=CC=C1)C#N